tert-butyl 2-[(6-bromopyridin-3-yl)oxy]-7-azaspiro[3.5]nonane-7-carboxylate BrC1=CC=C(C=N1)OC1CC2(C1)CCN(CC2)C(=O)OC(C)(C)C